Cl.ONC(C)=N N-hydroxyacetamidine hydrochloride